5-(((Trans-3-(3-cyclopropyl-4-(6-(1-methylazetidin-3-yl)quinoxalin-2-yl)-1H-pyrazol-1-yl)cyclobutyl)methyl)amino)-2-(2,6-dioxopiperidin-3-yl)isoindoline-1,3-dione C1(CC1)C1=NN(C=C1C1=NC2=CC=C(C=C2N=C1)C1CN(C1)C)[C@@H]1C[C@H](C1)CNC=1C=C2C(N(C(C2=CC1)=O)C1C(NC(CC1)=O)=O)=O